(10E,12Z)-hexadeca-10,12-dien-1-ol C(CCCCCCCC\C=C\C=C/CCC)O